3-(4-cyclopropylphenyl)-1-ethyl-8-(((2r,4s)-2-methyltetrahydro-2H-pyran-4-yl)methyl)-1,3,8-triazaspiro[4.5]decane-2,4-dione C1(CC1)C1=CC=C(C=C1)N1C(N(C2(C1=O)CCN(CC2)C[C@@H]2C[C@H](OCC2)C)CC)=O